7-(3-cyclopropylphenoxy)-N-[2-(2,4-dichlorophenyl)-2-fluoro-ethyl]imidazo[1,2-b]pyridazine-8-carboxamide C1(CC1)C=1C=C(OC2=C(C=3N(N=C2)C=CN3)C(=O)NCC(F)C3=C(C=C(C=C3)Cl)Cl)C=CC1